6-((1-(cyclopropylsulfonyl)cyclopropyl)methyl)-1-((1-hydroxycyclopropyl)methyl)-7-oxo-4,5,6,7-tetrahydro-1H-pyrazolo[3,4-c]pyridine-3-carboxylic acid C1(CC1)S(=O)(=O)C1(CC1)CN1C(C2=C(CC1)C(=NN2CC2(CC2)O)C(=O)O)=O